NCCCCC(=O)NC1=C(C(=O)NC=2SC(=C(N2)C)C)C=CC=C1 2-(5-aminopentanamido)-N-(4,5-dimethylthiazol-2-yl)benzamide